(2R)-2-[2-[6-bromo-4-(difluoromethyl)-7-methylindol-2-yl]-3-ethoxy-3-oxopropionyl]pyrrolidine-1-carboxylic acid tert-butyl ester C(C)(C)(C)OC(=O)N1[C@H](CCC1)C(C(C(=O)OCC)C=1NC2=C(C(=CC(=C2C1)C(F)F)Br)C)=O